C(C)(C)(C)OC(=O)N1CCC2(CCCN2CC=2C=CC(=C(C(=O)O)C2)C(F)(F)F)CC1 5-((8-(tert-butyloxycarbonyl)-1,8-diazaspiro[4.5]decan-1-yl)methyl)-2-(trifluoromethyl)benzoic acid